γ-glycidoxypropyl-dimethyl-ethoxysilane C(C1CO1)OCCC[Si](OCC)(C)C